CC(C)(C)C1C=2C(=NNC2CCC1)I 2-methylpropan-2-yl-3-iodo-4,5,6,7-tetrahydroindazole